COC(=O)C=1C=C2C(C(N(C2=CC1Br)C)=O)(C)CC 6-bromo-3-ethyl-1,3-dimethyl-2-oxoindoline-5-carboxylic acid methyl ester